ClC1=CC(=C(C(=N1)C[C@@]1(C[C@H](N(CC1)C(=O)OC(C)(C)C)C)C(=O)OC(C)(C)C)F)C(=C)OCC di-tert-butyl (2R,4R)-4-((6-chloro-4-(1-ethoxyvinyl)-3-fluoropyridin-2-yl) methyl)-2-methylpiperidine-1,4-dicarboxylate